COC1=CC=C(C=C1)C1=NC(=CC2=C1N(C1=CC=CC=C21)C)N 1-(4-methoxyphenyl)-9-methyl-9H-pyrido[3,4-b]indol-3-amine